5,8,11,14-tetraoxo-12-(3-(3-((2,2,4,6,7-pentamethyl-2,3-dihydrobenzofuran-5-yl)sulfonyl)guanidino)propyl)-4,7,10,13-tetraazaheptadecan-17-oate O=C(NCCC)CNC(CNC(C(NC(CCC(=O)[O-])=O)CCCNC(=N)NS(=O)(=O)C=1C(=C(C2=C(CC(O2)(C)C)C1C)C)C)=O)=O